CC(CCOC(\C=C\C1=CC(=C(C=C1)O)O)=O)=C (E)-3-Methylbut-3-en-1-yl-3-(3,4-dihydroxyphenyl)acrylat